1-(exo-3-((4-((4-([1,2,4]Triazolo[1,5-a]pyridin-7-yloxy)-2-fluoro-3-methylphenyl)amino)pyrido[3,4-d]pyrimidin-6-yl)oxy)-8-azabicyclo[3.2.1]octan-8-yl)prop-2-en-1-one N=1C=NN2C1C=C(C=C2)OC2=C(C(=C(C=C2)NC=2C1=C(N=CN2)C=NC(=C1)OC1CC2CCC(C1)N2C(C=C)=O)F)C